FC=1C=C(C=CC1OC(F)(F)F)[C@H](NC(=O)N1[C@@H](C(NCC1)=O)C)C1=NC(=C(C=C1)F)C(F)(F)F |o1:12| (2R)-N-((S or R)-(3-fluoro-4-(trifluoro-methoxy)phenyl)(5-fluoro-6-(trifluoro-methyl)pyridin-2-yl)methyl)-2-methyl-3-oxopiperazine-1-carboxamide